bis(trimethyl-silyl-cyclopentadienyl)hafnium CC=1C(=C(C(C1)([SiH3])[Hf]C1(C(=C(C(=C1)C)C)C)[SiH3])C)C